(6S,10R,13S)-6-(hydroxymethyl)-10,13-dimethyl-3-(2-(piperidin-4-yl)ethylidene)dodecahydro-1H-cyclopenta[a]phenanthrene-7,17(2H,8H)-dione OC[C@@H]1C2CC(CC[C@@]2(C2CC[C@@]3(C(CCC3C2C1=O)=O)C)C)=CCC1CCNCC1